ClC=1C(=NC(=NC1)N1CC(C1)CC#N)NC1=CC=2C3=C(C(N(C2C=C1)C)=O)OCC([C@@H](N3)C3CC3)(F)F (S)-2-(1-(5-chloro-4-((2-cyclopropyl-3,3-difluoro-7-methyl-6-oxo-1,2,3,4,6,7-hexahydro-[1,4]oxazepino[2,3-c]quinolin-10-yl)amino)pyrimidin-2-yl)azetidin-3-yl)acetonitrile